ClC=1C(=CC(=C(C1)C1=NNC=C1C=1N=C2C=C(C=NC2=CC1)N(CCN1CCNCC1)C)F)F 6-[3-(5-chloro-2,4-difluoro-phenyl)-1H-pyrazol-4-yl]-N-methyl-N-(2-piperazin-1-ylethyl)-1,5-naphthyridin-3-amine